FC1=CC(=NC(=C1)F)C1=NN(C=C1C1=C(N=C(O1)C=1C=NNC1)C(=O)N)C1CCC(CC1)OCC (3-(4,6-difluoropyridin-2-yl)-1-((1r,4r)-4-ethoxycyclohexyl)-1H-pyrazol-4-yl)-2-(1H-pyrazol-4-yl)oxazole-4-carboxamide